FC1=C(C=C(C=C1)OC1=CC=C(C=N1)N1C(NC(C1=O)(C)C)=O)C 3-{6-[(4-fluoro-3-methylphenyl)oxy]-3-pyridinyl}-5,5-dimethyl-2,4-imidazolidinedione